C(#N)[C@H](CC(=O)OCC)NC(=O)OCC1C2=CC=CC=C2C=2C=CC=CC12 ethyl (S)-3-cyano-3-[(9H-fluoren-9-yl)methoxycarbonylamino]propionate